C(CCC\C=C/CC)OC(CCC(=O)OCCCCCCN(CCCCCCCC(=O)OCCCCCCCCC)CCCNC(=O)NC)OCCCC\C=C/CC nonyl 8-((6-((4,4-bis(((Z)-oct-5-en-1-yl)oxy)butanoyl)oxy)hexyl)(3-(3-methylureido)propyl)amino)octanoate